N-({4-[5-(pyrrolidin-1-yl)pyridine-3-sulfonyl]phenyl}methyl)-1H-pyrrolo[3,2-c]pyridine-2-carboxamide N1(CCCC1)C=1C=C(C=NC1)S(=O)(=O)C1=CC=C(C=C1)CNC(=O)C1=CC=2C=NC=CC2N1